ClC=1C2=C(N=CN1)N(C(=C2)Cl)C2=CC=C(C=C2)[C@H]2N(CCOC2)C(=O)OC(C)(C)C tert-butyl (R)-3-(4-(4,6-dichloro-7H-pyrrolo[2,3-d]pyrimidin-7-yl)phenyl)morpholine-4-carboxylate